C(C)N1CC(CCC1)NC=1C(N(C(=NN1)C1=C(C=C(C=C1)C(F)(F)F)O)C)=O 6-[(1-Ethyl-3-piperidyl)amino]-3-[2-hydroxy-4-(trifluoromethyl)phenyl]-4-methyl-1,2,4-triazin-5(4H)-one